2-hydroxy-3,5-difluorobenzoic acid OC1=C(C(=O)O)C=C(C=C1F)F